(S)-N-t-butyloxycarbonyl-3,3-difluoro-4-hydroxypiperidine C(C)(C)(C)OC(=O)N1CC([C@H](CC1)O)(F)F